ethyl (2R,5S)-5-[(benzyloxy)amino]piperidine-2-carboxylate C(C1=CC=CC=C1)ON[C@H]1CC[C@@H](NC1)C(=O)OCC